C1=CC(=C(C=C1C[C@H](C(=O)[O-])[NH3+])O)O The molecule is an amino acid zwitterion obtained from the transfer of a proton from the carboxy group to the amino group of D-dopa. Major microspecies at pH 7.3. It is an enantiomer of a L-dopa zwitterion. It is a tautomer of a D-dopa.